OCC1(CCC1)S(=O)(=O)C=1C=C(C=CC1)O 3-((1-(hydroxymethyl)cyclobutyl)sulfonyl)phenol